ClC=1C=C(C=CC1OC(\C=C\C1=CC=CC=C1)=O)C1NC(NC(=C1C(=O)OCC)C)=S (E)-ethyl 4-(3-chloro-4-(cinnamoyloxy)phenyl)-6-methyl-2-thioxo-1,2,3,4-tetrahydropyrimidine-5-carboxylate